L-Glutamic acid 5-phosphate C(CC(=O)OP(=O)(O)O)[C@@H](C(=O)O)N